OC1(CC(C(C=C1)N)(N)O)O 1,3-dihydroxy-3-amino-4-aminophenol